ClC1=NC=2N(C(=C1)N[C@H](C)C1=C(C=C(C=C1)F)C)N=CN2 (R)-5-chloro-N-(1-(4-fluoro-2-methylphenyl)ethyl)-[1,2,4]triazolo[1,5-a]pyrimidin-7-amine